ClC1=C(NC2=NC=CC=C21)C2=CN(C=1N=CN=CC12)C(C)C 5-(3-chloro-1H-pyrrolo[2,3-b]pyridin-2-yl)-7-isopropyl-pyrrolo[2,3-d]pyrimidin